1-ethyl-5-[2-(trimethylsilyl)ethynyl]-1,3-benzodiazole C(C)N1C=NC2=C1C=CC(=C2)C#C[Si](C)(C)C